(S)-2-aminobutanoic acid methyl ester hydrochloride Cl.COC([C@H](CC)N)=O